8-(5-Chloro-3-(trifluoromethyl)pyridin-2-yl)-9-(4-((1-(3-fluoropropyl)azetidin-3-yl)methyl)phenyl)-6,7-dihydro-5H-benzo[7]annulen ClC=1C=C(C(=NC1)C=1CCCC2=C(C1C1=CC=C(C=C1)CC1CN(C1)CCCF)C=CC=C2)C(F)(F)F